FC1=CC=CC=2OCCC3N(CCN(C=4C=CC=C(C5=NNC6=CN=C(C12)C=C56)C4)C3)C 19-fluoro-10-methyl-14-oxa-7,10,22,25,26-pentaazahexacyclo[19.5.2.12,6.17,11.015,20.024,27]triaconta-1(26),2,4,6(30),15(20),16,18,21,23,27-decaene